CN(CCC1(C(C=C(C=C1)NC=1N=C(C2=C(N1)NC=C2F)C2=CN(C1=CC=CC=C21)C)N)NC)C 1-(2-(dimethylamino)ethyl)-N4-(5-fluoro-4-(1-methyl-1H-indol-3-yl)-7H-pyrrolo[2,3-d]pyrimidin-2-yl)-N1-methylbenzene-1,2,4-triamine